COC=1C=C(C=C2C=3C=CC=C(C3NC12)/C(=C/C(=O)O)/C)C(=O)OC (E)-3-(8-methoxy-6-(methoxycarbonyl)-9H-carbazol-1-yl)but-2-enoic acid